C1(CC1)C1=NN=C(O1)C1=C(C=C(C=C1)C(C(=O)N)C1=C(C=CC=C1)F)S(N=CN(C)C)(=O)=O [4-(5-cyclopropyl-1,3,4-oxadiazol-2-yl)-3-{[(dimethylamino)methylidene]Sulfamoyl}phenyl]-2-(2-fluorophenyl)acetamide